C1(=CC=CC=C1)OC(=O)C1=CC2=CN(N=C2C=C1OC1CCC1)C12COC(CC1)(C2)C 6-Cyclobutoxy-2-(1-methyl-2-oxabicyclo[2.2.1]hept-4-yl)-2H-indazole-5-carboxylic acid phenyl ester